Cl.CC=1N=C(SC1CCN)N1C[C@@H](OCC1)C(F)(F)F (R)-2-(4-methyl-2-(2-(trifluoromethyl)morpholino)thiazol-5-yl)ethanamine hydrochloride